copper (II) palmitoleate C(CCCCCCC\C=C/CCCCCC)(=O)[O-].[Cu+2].C(CCCCCCC\C=C/CCCCCC)(=O)[O-]